7-(6-methyl-4-isoquinolyl)-2-[[(2S)-1-methylpyrrolidin-2-yl]methoxyl-6,8-dihydro-5H-pyrido[3,4-d]pyrimidin-4-yl]piperazine-1-carboxylate CC=1C=C2C(=CN=CC2=CC1)N1CC=2N=C(N=C(C2CC1)C1N(CCNC1)C(=O)[O-])OC[C@H]1N(CCC1)C